(12S)-7-chloro-6-fluoro-13-isopropyl-12-methyl-3-methylsulfanyl-10-oxa-2,4,8,13-tetrazatricyclo[7.4.1.05,14]tetradeca-1,3,5,7,9(14)-pentaene ClC=1C(=C2N=C(N=C3N([C@H](COC(N1)=C32)C)C(C)C)SC)F